bis(2,6-bis-tert-butyl-4-methylphenyl)-pentaerythritol diphosphite OP(O)OP(O)O.C(C)(C)(C)C1=C(C(=CC(=C1)C)C(C)(C)C)C(O)(C(CO)(CO)CO)C1=C(C=C(C=C1C(C)(C)C)C)C(C)(C)C